N1N=CC=C1C1C(N(CCC1)C(=O)OCC(F)(F)F)CO[C@@H]1CC[C@@H](CC1)C1=C(C(=CC=C1F)F)F 2,2,2-Trifluoroethyl 3-(1H-pyrazol-5-yl)-2-((((CIS)-4-(2,3,6-trifluorophenyl)cyclohexyl)-oxy)methyl)piperidine-1-carboxylate